NC=1N=C(SC1)S(=O)(=O)NC(=O)C=1C(=NC(=CC1)C1=CC(=CC(=C1)OCC(C)C)F)N1CCC(CC1)(C)C N-(4-Aminothiazol-2-yl)sulfonyl-2-(4,4-dimethyl-1-piperidyl)-6-(3-fluoro-5-isobutoxyphenyl)pyridin-3-carboxamid